CC1=CC=C2C(OC(C2=C1)=O)=C 6-methyl-3-methylideneisobenzofuran-1(3H)-one